ethyl 5-[tert-butoxycarbonyl(methyl)amino]-5-ethyl-6,7-dihydro-4H-benzothiophene-2-carboxylate C(C)(C)(C)OC(=O)N(C1(CCC2=C(C=C(S2)C(=O)OCC)C1)CC)C